FC(C(C)NC(=O)C1=CC(=NN1)C=1C=C(C=CC1)C=1OC(=CN1)C(=O)N[C@@H](C(C)C)C(=O)OCC)(F)F ethyl (2-(3-(5-((1,1,1-trifluoropropan-2-yl)carbamoyl)-1H-pyrazol-3-yl)phenyl)oxazole-5-carbonyl)-L-valinate